Rac-5-[[2-[(2R,5S)-2-(4-Fluorophenyl)-5-methyl-1-piperidyl]-2-oxo-acetyl]amino]-2-(trifluoromethoxy)pyridine-3-carboxamide FC1=CC=C(C=C1)[C@@H]1N(C[C@H](CC1)C)C(C(=O)NC=1C=C(C(=NC1)OC(F)(F)F)C(=O)N)=O |r|